C1N(CCC12CCNCC2)C(C)=O 1-(2,8-diazaspiro[4.5]decan-2-yl)ethan-1-one